C(C)OC(C[C@@H](C=1C=NC(=CC1)OC)N1C(C(C1)C1=CC=C(C=C1)C1=NC=2N(CCCC2C=C1)CC1=CC=C(C=C1)OC)=O)=O (3S)-3-(3-(4-(8-(4-methoxybenzyl)-5,6,7,8-tetrahydro-1,8-naphthyridin-2-yl)phenyl)-2-oxoazetidin-1-yl)-3-(6-methoxypyridin-3-yl)propionic acid ethyl ester